BrC1=CC=C(C=C1)C1(CCN(CC1)C(=O)OC(C)(C)C)C(=O)OC 1-(tert-butyl) 4-methyl 4-(4-bromophenyl)piperidine-1,4-dicarboxylate